N1CCC(CC1)C1=CC=C(C=C1)C#CC=1C=C(C=CC1C1=CC=NC=C1)NC(N)=O 3-(3-((4-(piperidin-4-yl)phenyl)ethynyl)-4-(pyridin-4-yl)phenyl)urea